2-phenyl-N-(5-(4-((5-(2-phenylacetamido)-1,3,4-thiadiazol-2-yl)oxy)piperidin-1-yl)-1,3,4-thiadiazol-2-yl)acetamide C1(=CC=CC=C1)CC(=O)NC=1SC(=NN1)N1CCC(CC1)OC=1SC(=NN1)NC(CC1=CC=CC=C1)=O